3-(8-(4-oxocyclohexyl)-2,3-dihydro-4H-benzo[b][1,4]oxazin-4-yl)piperidine-2,6-dione O=C1CCC(CC1)C1=CC=CC2=C1OCCN2C2C(NC(CC2)=O)=O